(S)-1-(Toluene-4-sulfonyl)-pyrrolidine-2-carboxylic acid (2-bromo-benzothiazol-5-ylmethyl)-(4,4-difluoro-cyclohexyl)-amide BrC=1SC2=C(N1)C=C(C=C2)CN(C(=O)[C@H]2N(CCC2)S(=O)(=O)C2=CC=C(C)C=C2)C2CCC(CC2)(F)F